N-[(2S,3R)-2-({3-[(2-Chloro-5-methylpyrimidin-4-yl)oxy]-2-fluorophenyl}methyl)-4,4-difluoropyrrolidin-3-yl]methanesulfonamide hydrochloride Cl.ClC1=NC=C(C(=N1)OC=1C(=C(C=CC1)C[C@@H]1NCC([C@@H]1NS(=O)(=O)C)(F)F)F)C